C(C1=CC=CC=C1)OC1=C(C(=O)O)C=C(C=C1C(=O)O)OCC1=CC=CC=C1 2,5-Bis(benzyloxy)isophthalic acid